CN(CCN1CCN(CC1)C=1C=C2[C@H](CN(CC2=CC1)C1=C2C(=NC=C1)N(N=C2)C)C)C N,N-dimethyl-2-[4-[(4R)-4-methyl-2-(1-methylpyrazolo[3,4-b]pyridin-4-yl)-3,4-dihydro-1H-isoquinolin-6-yl]piperazin-1-yl]ethanamine